CC1=C(C(CC=C1)(C)C)C=O 2,6,6-trimethylcyclohexa-1,3-diene-1-carbaldehyde